BrCC1CN(CN1)C (Z)-5-(bromomethyl)-3-methylimidazoline